C1(CC1)C=1C=NC(=NC1)N1C[C@H]([C@@H](CC1)N1C([C@@H](CC1)OC[C@H]1N(CCC1)C1=C(C(NN=C1)=O)C(F)(F)F)=O)O 5-((S)-2-((((R)-1-((3R,4R)-1-(5-cyclopropylpyrimidin-2-yl)-3-hydroxypiperidin-4-yl)-2-oxopyrrolidin-3-yl)oxy)methyl)pyrrolidin-1-yl)-4-(trifluoromethyl)pyridazin-3(2H)-one